Ethyl 3-(6-(difluoromethyl)-5-fluoropyridin-3-yl)propanoate FC(C1=C(C=C(C=N1)CCC(=O)OCC)F)F